3-(4-chloro-6-(naphthalen-1-yl)-1,3,5-triazin-2-yl)benzonitrile ClC1=NC(=NC(=N1)C1=CC=CC2=CC=CC=C12)C=1C=C(C#N)C=CC1